O1C=2C(CC(C1)N(C(OC(C)(C)C)=O)C)=CSC2 tert-butyl (3,4-dihydro-2H-thieno[3,4-b]pyran-3-yl)(methyl)carbamate